ClC(C(C1=CC=CC=C1)(Cl)O)(C1=CC=CC=C1)O dichlorodiphenylethylene glycol